(S)-N-(1-(6-(5-chloro-3-fluoropyridin-2-yl)-5-fluoro-1-neopentyl-1H-indol-3-yl)-2,2-difluoroethyl)cyclopropanesulfonamide ClC=1C=C(C(=NC1)C1=C(C=C2C(=CN(C2=C1)CC(C)(C)C)[C@@H](C(F)F)NS(=O)(=O)C1CC1)F)F